(S)-4,4-dimethyl-6-(2-((1,1,1-trifluoropropan-2-yl)amino)-7H-pyrrolo[2,3-d]pyrimidin-5-yl)-3,4-dihydroisoquinolin-1(2H)-one CC1(CNC(C2=CC=C(C=C12)C1=CNC=2N=C(N=CC21)N[C@H](C(F)(F)F)C)=O)C